7-aza-3,11-dithiadispiro[5.1.5.3]hexadecan-15-one C1CSCCC12NC1(CCSCC1)CC(C2)=O